fluoro-5-methoxypyridin FC1=NC=C(C=C1)OC